(1S,2R,3S,5R)-3-(2-(2-Amino-3-bromoquinolin-7-yl)ethyl)-5-(4-amino-5,6-dihydro-7H-pyrrolo[2,3-d]pyrimidin-7-yl)cyclopentane-1,2-diol NC1=NC2=CC(=CC=C2C=C1Br)CC[C@@H]1[C@H]([C@H]([C@@H](C1)N1CCC2=C1N=CN=C2N)O)O